2-(1-((2-(3,5-dichloro-phenyl)-6-((2-(4-(3-sulfamoylpropyl)piperazin-1-yl)pyrimidin-5-yl)oxy)pyridin-4-yl)methyl)piperidin-4-yl)acetic acid ClC=1C=C(C=C(C1)Cl)C1=NC(=CC(=C1)CN1CCC(CC1)CC(=O)O)OC=1C=NC(=NC1)N1CCN(CC1)CCCS(N)(=O)=O